4-hydroxy-N,N,2-trimethyl-1-(p-toluenesulfonyl)-1H-benzimidazole-6-carboxamide OC1=CC(=CC=2N(C(=NC21)C)S(=O)(=O)C2=CC=C(C)C=C2)C(=O)N(C)C